5-[4-(dimethoxymethyl)piperidin-1-yl]-2-(2,6-dioxopiperidin-3-yl)isoindole-1,3-dione COC(C1CCN(CC1)C=1C=C2C(N(C(C2=CC1)=O)C1C(NC(CC1)=O)=O)=O)OC